2-ethyl-pentenal C(C)C(C=O)=CCC